ClC=1C=NC=CC1C1=C(N=C(S1)NC1=NNC(=N1)C1CC1)C=1C=C(C#N)C=CC1 3-[5-(3-Chloropyridin-4-Yl)-2-[(5-Cyclopropyl-1H-1,2,4-Triazol-3-Yl)Amino]-1,3-Thiazol-4-Yl]Benzonitrile